methyl-2,4,6-trimethylbenzoyl-diphenylphosphine oxide CC1=C(C=CC=C1)P(C1=CC=CC=C1)(C(C1=C(C=C(C=C1C)C)C)=O)=O